FC1(C(C1)C(=O)N1N([C@@H]2[C@H](C1)NCC2(F)F)CCC(C(=O)OCC=C)(C)C)F allyl 4-((cis)-2-(2,2-difluorocyclopropanecarbonyl)-6,6-difluorohexahydropyrrolo[3,2-c]pyrazol-1(2H)-yl)-2,2-dimethylbutyrate